Bicyclo[1.1.1]pentan-1-yl(4-((4-(difluoromethoxy)phenyl)(4-methoxy-pyridin-3-yl)amino)piperidin-1-yl)methanone C12(CC(C1)C2)C(=O)N2CCC(CC2)N(C=2C=NC=CC2OC)C2=CC=C(C=C2)OC(F)F